CC1(CC1)C(=O)O 1-Methylcyclopropane-1-carboxylic acid